O=C1N(C(CC1)=O)C(C(=O)O)CCC#CC=1C=NC(=NC1)SC 2,5-dioxopyrrolidin-1-yl-6-(2-(methylthio)pyrimidin-5-yl)hex-5-ynoic acid